N[C@@H]1C[C@@H](CC1)OC1=C(C(=CC=C1)OC)C1=CC(=NN1)NC=1N=C(C(=NC1)C#N)C 5-((5-(2-(((1R,3S)-3-aminocyclopentyl)oxy)-6-methoxyphenyl)-1H-pyrazol-3-yl)amino)-3-methylpyrazine-2-carbonitrile